1,1,1,3,3,3-hexafluoro-propan-2-yl (R or S)-1-(2-cyclopropyl-5,6,7,8-tetrahydro-pyrido[4,3-d]pyrimidine-6-carbonyl)-6-aza-spiro[2.5]octane-6-carboxylate C1(CC1)C=1N=CC2=C(N1)CCN(C2)C(=O)[C@@H]2CC21CCN(CC1)C(=O)OC(C(F)(F)F)C(F)(F)F |o1:15|